1-Methyl-6-((4-(4-(trifluoromethyl)piperidin-1-yl)phenyl)amino)-1H-indole-3-carboxamide CN1C=C(C2=CC=C(C=C12)NC1=CC=C(C=C1)N1CCC(CC1)C(F)(F)F)C(=O)N